tert-butyl (2R,4S)-2-(((S)-1-((5-chloro-2-hydroxy-3-methylbenzyl)amino)-1-oxopropan-2-yl)carbamoyl)-4-(2-(5-chlorothiophen-2-yl)benzyl)pyrrolidine-1-carboxylate ClC=1C=C(C(=C(CNC([C@H](C)NC(=O)[C@@H]2N(C[C@H](C2)CC2=C(C=CC=C2)C=2SC(=CC2)Cl)C(=O)OC(C)(C)C)=O)C1)O)C